5-((isobutylamino)methyl)-2-oxo-1,2-dihydropyridine-3-carboxamide C(C(C)C)NCC=1C=C(C(NC1)=O)C(=O)N